2,6-difluoro-3-methylbenzoic acid FC1=C(C(=O)O)C(=CC=C1C)F